ClC=1C=C(C=CC1F)C=1N=CN(C1C=1C=CC=2N(N1)C(=CN2)C(=O)N)CCF 6-(4-(3-chloro-4-fluorophenyl)-1-(2-fluoroethyl)-1H-imidazol-5-yl)imidazo[1,2-b]pyridazine-3-carboxamide